FC(C1=C(C=C2CCCN(C2=C1)C1=NN(C2=C1CNCC2)C2CCN(CC2)C(=O)OCC2=CC=CC=C2)C=2C=NN(C2)C)F benzyl 4-(3-(7-(difluoromethyl)-6-(1-methyl-1H-pyrazol-4-yl)-3,4-dihydroquinolin-1(2H)-yl)-4,5,6,7-tetrahydro-1H-pyrazolo[4,3-c]pyridin-1-yl)piperidine-1-carboxylate